NC1=NC=C(C#N)C(=C1)N1CCOCC1 6-amino-4-morpholinonicotinonitrile